Cl.N[C@H](C(=O)O)CC1=CC=C(C=C1)C1=CSC2=C1N=CN=C2OC(C(F)(F)F)C2=C(C=C(C=C2)Cl)C2=CC=C(C=C2)F (2S)-2-amino-3-(4-(4-(1-(5-chloro-4'-fluoro-[1,1'-biphenyl]-2-yl)-2,2,2-trifluoroethoxy)thieno[3,2-d]pyrimidine-7-yl)phenyl)propionic acid hydrochloride